2-(naphthalen-2-yl)anthracene C1=C(C=CC2=CC=CC=C12)C1=CC2=CC3=CC=CC=C3C=C2C=C1